ClC1=CC=C(C=C1)C(C(=O)N1CCC2=CC(=C(C=C12)C(F)(F)F)F)NC=1C=C(OCCCC(=O)OC(C)(C)C)C=C(C1)OC tert-butyl 4-(3-((1-(4-chlorophenyl)-2-(5-fluoro-6-(trifluoromethyl)indolin-1-yl)-2-oxoethyl)amino)-5-methoxyphenoxy)-butanoate